3-[2-[5-[3-(Benzenesulfonamido)phenyl]-3-oxopentoxy]phenyl]propanoic acid C1(=CC=CC=C1)S(=O)(=O)NC=1C=C(C=CC1)CCC(CCOC1=C(C=CC=C1)CCC(=O)O)=O